5-methyl-4H-1,2,4-triazole-3-carboxylic acid CC=1NC(=NN1)C(=O)O